4-{1-[(4-methoxyphenyl)methyl]-4-(trifluoromethyl)-1H-1,2,3-triazol-5-yl}pyridine-2-carboxylate COC1=CC=C(C=C1)CN1N=NC(=C1C1=CC(=NC=C1)C(=O)[O-])C(F)(F)F